aminobutyrolactone hydrochloride Cl.NC1C(=O)OCC1